2-(2-((1R,4S,5S)-2-oxabicyclo[2.2.1]heptan-5-yl)-2H-pyrazolo[3,4-b]pyrazin-6-yl)-3-methyl-5-(trifluoromethyl)phenol [C@H]12OC[C@H]([C@H](C1)N1N=C3N=C(C=NC3=C1)C1=C(C=C(C=C1C)C(F)(F)F)O)C2